CN1C(CC(CC1(C)C)C(C(=O)O)(CC(=O)O)CCCCCCCCOC1=CC=C(C=C1)C(=O)OC1=CC=C(C=C1)OC(=O)C1CCC(CC1)C1CCC(CC1)CCCCC)(C)C.C(=O)(C=C)C1=NN=NC=C1 acryl-triazine 1,2,2,6,6-pentamethylpiperidin-4-yl-(8-(4-((4-((4'-pentyl-[1,1'-bi(cyclohexane)]-4-carbonyl)oxy)phenoxy)carbonyl)phenoxy)octyl)succinate